BrC1=C(C(=CC2=C1N(C=N2)C)N2CC1(CN(C1)C(=O)OC(C)(C)C)CC2)C#N tert-butyl 6-(7-bromo-6-cyano-1-methyl-1H-benzo[d]imidazol-5-yl)-2,6-diazaspiro[3.4]octane-2-carboxylate